Benzyl 1-(benzyloxycarbonylsulfamoyl)-3-[1-(2-guanidinoacetyl)-4-piperidyl]pyrrole-2-carboxylate C(C1=CC=CC=C1)OC(=O)NS(=O)(=O)N1C(=C(C=C1)C1CCN(CC1)C(CNC(=N)N)=O)C(=O)OCC1=CC=CC=C1